C(CCCCCCCCCCCCCCCCCCCCCCCCC)(=O)O[C@@H]([C@H]([C@H](CO[C@@H]1[C@H](O)[C@@H](O)[C@@H](O)[C@H](O1)CO)N(C(=O)OCC1=CC=C(C=C1)N)C([C@@H](NC([C@@H](NC(=O)OCC1C2CCC#CCCC12)C(C)C)=O)CCCNC(=O)N)=O)O)CCCCCCCCCCCCCC (2S,3S,4R)-2-(N-((Bicyclo[6.1.0]non-4-yn-9-yl)methoxycarbonyl)-L-valinyl-L-citrullinyl-4-aminobenzyloxycarbonylamino)-1-(α-D-galactopyranosyloxy)-3-hydroxy-octadecan-4-yl hexacosanoate